C(CCC)C1=CC=C(C=C1)C=[Hf](C1C2=CC(=CC=C2C=2C=CC(=CC12)C)C)C1C=CC=C1 (p-n-butylphenyl)methylene(cyclopentadienyl)(2,7-dimethyl-9-fluorenyl)hafnium